3-((3-((6-amino-8-bromo-2-fluoro-9H-purin-9-yl)methyl)benzyl)oxy)-4-methoxybenzyl acetate C(C)(=O)OCC1=CC(=C(C=C1)OC)OCC1=CC(=CC=C1)CN1C2=NC(=NC(=C2N=C1Br)N)F